C(C)OC(=O)C1C=NC=C(C1)C(=O)OCC pyridine-3,5(4H)-dicarboxylic acid diethyl ester